NC1=NC=2N(C(=N1)C=1OC(=CC1)C)N=CC2C#N 2-amino-4-(5-methylfuran-2-yl)pyrazolo[1,5-a][1,3,5]triazine-8-carbonitrile